N-(2-methoxyethyl)-8-methyl-2-(pyridin-2-ylmethyl)-4,5-dihydro-2H-furo[2,3-g]indazole-7-carboxamide COCCNC(=O)C1=C(C2=C(CCC3=CN(N=C23)CC2=NC=CC=C2)O1)C